O=C1CC(C1)(C(=O)O)C1=NC=CC(=C1)C(F)(F)F 3-Oxo-1-(4-(trifluoromethyl)pyridin-2-yl)cyclobutane-1-carboxylic acid